tert-butyl (R)-(1-(4-chlorophenyl)-3-(1-methylcyclopropane-1-carboxamido)propan-2-yl)(methyl)carbamate ClC1=CC=C(C=C1)C[C@H](CNC(=O)C1(CC1)C)N(C(OC(C)(C)C)=O)C